FC=1C=C(C(=O)O)C=CC1N1CCC(CC1)CO 3-Fluoro-4-(4-(hydroxymethyl)piperidin-1-yl)benzoic acid